1-((5-Cyano-1H-pyrazol-3-yl)methyl)-3-(6-(difluoromethyl)-5-fluoropyridin-2-yl)-1-(2-methoxypyrimidin-5-yl)urea C(#N)C1=CC(=NN1)CN(C(=O)NC1=NC(=C(C=C1)F)C(F)F)C=1C=NC(=NC1)OC